BrC1=CC(=NC=C1)NC(=O)CN1CCN(CC1)CCN(C(OC(C)(C)C)=O)C tert-butyl N-[2-(4-{[(4-bromopyridin-2-yl)carbamoyl]methyl}piperazin-1-yl)ethyl]-N-methylcarbamate